[Na+].C(CCCCCCC\C=C/CCCCCCCC)(=O)N(CCS(=O)(=O)[O-])C N-oleoyl-N-methyl-taurine sodium salt